ClC=1C=C(C=C(C1)Cl)N=C(O)C1(C(C1)(C(=O)O)C)C N-(3,5-dichlorophenyl)-1,2-dimethylcyclopropane-1,2-dicarboxylic acid imide